(S)-1-(((4-fluoroisoquinolin-3-yl)methyl)amino)butan-2-ol tert-butyl-(2R,3R)-3-(1,3-dioxoisoindolin-2-yl)-2-vinylpyrrolidine-1-carboxylate C(C)(C)(C)[C@]1(N(CC[C@H]1N1C(C2=CC=CC=C2C1=O)=O)C(=O)O[C@H](CNCC=1N=CC2=CC=CC=C2C1F)CC)C=C